FC=1C(=C(C=CC1F)[C@H]1[C@H](O[C@H](C1)C(F)(F)F)C(=O)OCC)OC |r| ethyl rac-(2S,3S,5R)-3-(3,4-difluoro-2-methoxy-phenyl)-5-(trifluoromethyl)tetrahydrofuran-2-carboxylate